4-[[(5S)-3-(3,5-difluorophenyl)-5-vinyl-4H-isoxazole-5-carbonyl]amino]tetrahydrofuran-2-carboxylic acid tert-butyl ester C(C)(C)(C)OC(=O)C1OCC(C1)NC(=O)[C@]1(CC(=NO1)C1=CC(=CC(=C1)F)F)C=C